C(C)(C)(C)OC(=O)NCC1=CC(=C(C(=O)O)C=C1)C 4-(((tert-butoxycarbonyl)amino)methyl)-2-methylbenzoic acid